tert-butyl (1S,4S)-5-(7-bromo-6,8-difluoro-2-(((2R,7aS)-2-fluorotetrahydro-1H-pyrrolizin-7a(5H)-yl)methoxy)quinazolin-4-yl)-2,5-diazabicyclo[2.2.2]octane-2-carboxylate BrC1=C(C=C2C(=NC(=NC2=C1F)OC[C@]12CCCN2C[C@@H](C1)F)N1[C@@H]2CN([C@H](C1)CC2)C(=O)OC(C)(C)C)F